5,6-dihydro-phthalic acid C(C1=C(C(=O)O)C=CCC1)(=O)O